ClC1=CC2=C(C=C3N2C(=NN(C3=O)CC(=O)N[C@H]3CN(CCC3)CCOC(F)(F)F)C(C)C)S1 (R)-2-(2-chloro-5-isopropyl-8-oxothieno[2',3':4,5]pyrrolo[1,2-d][1,2,4]triazin-7(8H)-yl)-N-(1-(2-(trifluoromethoxy)ethyl)piperidin-3-yl)acetamide